3-(imidazo[1,2-a]pyridin-3-yl)-4-(2-(piperidine-1-carbonyl)-9-(trifluoromethyl)-1,2,3,4-tetrahydro-[1,4]diazepino[6,7,1-hi]indol-7-yl)-1H-pyrrole N=1C=C(N2C1C=CC=C2)C2=CNC=C2C2=CN1C3=C(C=C(C=C23)C(F)(F)F)CN(CC1)C(=O)N1CCCCC1